1-(2-methyl-3-trityl-imidazol-4-yl)prop-2-en-1-ol CC1=NC=C(N1C(C1=CC=CC=C1)(C1=CC=CC=C1)C1=CC=CC=C1)C(C=C)O